COC[C@@H]1CC[C@@]2(CCCN12)CO trans-(3-(methoxymethyl)tetrahydro-1H-pyrrolizin-7a(5H)-yl)methanol